C(C1=CC=CC=C1)OC(=O)C=1N(C=C(C1)C1=CC(=CC(=C1)OC)[C@@H](C)N)CC 4-[3-[(1R)-1-aminoethyl]-5-methoxy-phenyl]-1-ethyl-pyrrole-2-carboxylic acid benzyl ester